ethyl 1-[7-(1-isopropyl-3-trifluoromethyl-1H-indazol-5-ylmethoxy)-2H-chromen-3-ylmethyl]-piperidine-4-carboxylate C(C)(C)N1N=C(C2=CC(=CC=C12)COC1=CC=C2C=C(COC2=C1)CN1CCC(CC1)C(=O)OCC)C(F)(F)F